4-((3S)-4,4-difluoro-1-(1-((5-((4-fluorophenyl)(hydroxy)methyl)pyridin-2-yl)amino)-1-oxopropan-2-yl)piperidin-3-yl)pyridine 1-oxide FC1([C@H](CN(CC1)C(C(=O)NC1=NC=C(C=C1)C(O)C1=CC=C(C=C1)F)C)C1=CC=[N+](C=C1)[O-])F